NC=1C2=C(N=CN1)N(C=C2C2=CC=C(C=C2)NC([C@H](O)C2=CC(=CC=C2)F)=O)C (R)-N-(4-(4-amino-7-methyl-7H-pyrrolo[2,3-d]pyrimidin-5-yl)phenyl)-2-(3-fluorophenyl)-2-hydroxyacetamide